2-(4-(6-(((1S,2S,3R,5R)-2-fluoro-1-methyl-8-azabicyclo[3.2.1]octan-3-yl)(methyl)amino)pyridazin-3-yl)-3-hydroxyphenyl)-3-methylpyrimidin-4(3H)-one F[C@@H]1[C@@]2(CC[C@H](C[C@H]1N(C1=CC=C(N=N1)C1=C(C=C(C=C1)C1=NC=CC(N1C)=O)O)C)N2)C